N-((2S,3R)-4,4-difluoro-2-((2,3',5'-trifluoro-[1,1'-biphenyl]-3-yl)methyl)pyrrolidin-3-yl)ethanesulfonamide hydrochloride Cl.FC1([C@@H]([C@@H](NC1)CC=1C(=C(C=CC1)C1=CC(=CC(=C1)F)F)F)NS(=O)(=O)CC)F